NC1=C(C(=O)OC)C=C(N=C1Cl)N1CCS(CC1)(=O)=O methyl 3-amino-2-chloro-6-(1,1-dioxidothiomorpholino)isonicotinate